O1COC2=C1C=CC(=C2)COC2=CC=CC(=N2)C=2CCN(CC2)CC2=NC1=C(N2C[C@H]2OCC2)C=CC=C1 (S)-2-((6-(Benzo[d][1,3]dioxolan-5-ylmethoxy)-3',6'-dihydro-[2,4'-bipyridyl]-1'(2'H)-yl)methyl)-1-(oxetan-2-ylmethyl)-1H-benzo[d]imidazole